4-fluoro-3-cyanobenzaldehyde FC1=C(C=C(C=O)C=C1)C#N